CC1N(CC2=CC=C(C=C2C1)O)C1=CC=CC=C1 3-methyl-2-phenyl-1,2,3,4-tetrahydroisoquinolin-6-ol